FC=1C(=CC(=C(C(=O)O)C1)OC(C(F)(F)F)C)B1OC(C(O1)(C)C)(C)C 5-fluoro-4-(4,4,5,5-tetramethyl-1,3,2-dioxaborolan-2-yl)-2-((1,1,1-trifluoropropan-2-yl)oxy)benzoic acid